C(C)(C)(C)OC(=O)N1C[C@@H](CC1)N (R)-1-tert-butoxycarbonyl-3-aminopyrrolidine